C(CCCCCCCCCCCCCCCCCCCCCCCC)NC(=O)N n-pentacosyl-urea